(R)-2-(4-isopropylphenyl)-N-(1-(1-methyl-1H-pyrazolo[4,3-c]pyridin-6-yl)ethyl)acetamide C(C)(C)C1=CC=C(C=C1)CC(=O)N[C@H](C)C1=CC2=C(C=N1)C=NN2C